2-(1H-imidazol-4-yl)ethylamine N1C=NC(=C1)CCN